O=C1NC2=CC=CC=C2[C@]12CN([C@@H](C2)C(=O)C=2SC=CN2)C(=O)OC(C)(C)C tert-butyl (3R,5'S)-2-oxo-5'-(thiazole-2-carbonyl)spiro[indoline-3,3'-pyrrolidine]-1'-carboxylate